[14C]-succinyl-CoA [14C](CCC(=O)O)(=O)SCCNC(CCNC([C@@H](C(COP(OP(OC[C@@H]1[C@H]([C@H]([C@@H](O1)N1C=NC=2C(N)=NC=NC12)O)OP(=O)(O)O)(=O)O)(=O)O)(C)C)O)=O)=O